C(=C)[C@@H]1OCCC2=CC=CC=C12 (S)-1-vinylisochroman